lithium fluorosulfimide FS=N.[Li]